4-(2-Azidoethyl)phenyl 2,6-di-O-benzyl-β-D-galactopyranoside C(C1=CC=CC=C1)O[C@H]1[C@H](OC2=CC=C(C=C2)CCN=[N+]=[N-])O[C@@H]([C@@H]([C@@H]1O)O)COCC1=CC=CC=C1